(R)-3-hydroxy-2,2-dimethyl-3,4-dihydro-2H-pyrano[2,3-b]pyridine-6-carboxylic acid O[C@@H]1CC=2C(=NC=C(C2)C(=O)O)OC1(C)C